vinyl-tris(n-dodecoxy)silane C(=C)[Si](OCCCCCCCCCCCC)(OCCCCCCCCCCCC)OCCCCCCCCCCCC